C(#N)C=1C2=C(C(=NC1N1CCNCCC1)SC(C(=O)N)C1=CC=CC=C1)CCC2 2-((4-cyano-3-(1,4-diazepan-1-yl)-6,7-dihydro-5H-cyclopenta[c]pyridin-1-yl)sulfanyl)-2-phenylacetamide